methyl 4-{[6-({bis[(tert-butoxy)carbonyl]amino}methyl)pyridin-3-yl]carbamoyl}bicyclo[2.2.2]octane-1-carboxylate C(C)(C)(C)OC(=O)N(C(=O)OC(C)(C)C)CC1=CC=C(C=N1)NC(=O)C12CCC(CC1)(CC2)C(=O)OC